(2R)-N-[5-(3,4-difluorophenoxy)-2-pyridinyl]pyrrolidine-2-carboxamide FC=1C=C(OC=2C=CC(=NC2)NC(=O)[C@@H]2NCCC2)C=CC1F